C(C1=CC=CC=C1)N1C(CCC(C1)(F)F)=O 1-benzyl-5,5-difluoro-piperidin-2-one